CN1C(C=CC=C1)CC(=O)NC=1NC2=CC=CC=C2C1 (1-methyl)pyridineacetamidoindole